methyl (S)-3-(5-bromo-2-fluorophenyl)-4-(6-((5,6,7,8-tetrahydro-1,8-naphthyridin-2-yl)methyl)-2,6-diazaspiro[3.3]heptane-2-yl)butanoate BrC=1C=CC(=C(C1)[C@H](CC(=O)OC)CN1CC2(C1)CN(C2)CC2=NC=1NCCCC1C=C2)F